monopiperazine diorthophosphate P(=O)(O)(O)O.P(=O)(O)(O)O.N1CCNCC1